CC=1C2=C(SC1)C=CC(=C2)CC(C)=O 1-(3-methylbenzo[b]thiophen-5-yl)propan-2-one